N-[4-fluoro-2-methyl-5-[[5-(trifluoromethyl)pyrazin-2-yl]carbamoyl]phenyl]-2-methyl-1,3-thiazole-5-carboxamide FC1=CC(=C(C=C1C(NC1=NC=C(N=C1)C(F)(F)F)=O)NC(=O)C1=CN=C(S1)C)C